tri(pyrrolidin-1-yl)phosphine N1(CCCC1)P(N1CCCC1)N1CCCC1